1,3,5-tribromo-2,4,6-triethynylbenzene BrC1=C(C(=C(C(=C1C#C)Br)C#C)Br)C#C